C(C)SC(CC=1C(CCCC1O)=O)C [2-(ethylsulfanyl)propyl]-3-hydroxy-2-cyclohexen-1-one